2-(2'-(6-((5-(methylsulfanyl)-1,3,4-thiadiazol-2-yl)carbamoyl)-2-oxo-2H-pyran-4-yl)-[1,1'-biphenyl]-4-yl)acetic acid CSC1=NN=C(S1)NC(=O)C1=CC(=CC(O1)=O)C1=C(C=CC=C1)C1=CC=C(C=C1)CC(=O)O